OC1(C(NC2=CC=CC=C12)=O)CC(C1=CC=C(C=C1)OC)=O 3-hydroxy-3-(2-oxo-2-(4-methoxyphenyl)ethyl)indol-2-one